2-(2-chloropyridin-4-yl)-N-(4-fluoro-3-methylphenyl)-7-methyl-2,3,3a,4,10,10a-hexahydro-1H,7H-dipyrrolo[3,4-b:3',4'-f][1,4,5]oxathiazocine-8-carboxamide 5,5-dioxide ClC1=NC=CC(=C1)N1CC2NS(C=3C(OCC2C1)=C(N(C3)C)C(=O)NC3=CC(=C(C=C3)F)C)(=O)=O